bis(t-butylimido)bis(dimethylamino)molybdenum(VI) CC(C)(C)N=[Mo+2]=NC(C)(C)C.C[N-]C.C[N-]C